C(C)(C)C1=C(CC=2C(=NC(=NC2)N)NCCC2=CC=C(C=C2)OC)C=C(C(=C1)OC)OC 2-Isopropyl-4,5-dimethoxy-benzyl-N4-[2-(4-methoxy-phenyl)-ethyl]-pyrimidine-2,4-diamine